C(#N)C1=CC(=NC=C1)C=1C=NC(=CC1NC1=NC(=NC(=C1)C)C(C)(F)F)NC(C)=O N-(4-cyano-4'-((2-(1,1-difluoroethyl)-6-methylpyrimidin-4-yl)amino)-[2,3'-bipyridyl]-6'-yl)acetamide